(R)-tert-butyl 4-(3-(((benzyloxy) carbonyl) amino) piperidin-1-yl)-5,7-dihydro-6H-pyrrolo[3,4-d]pyrimidine-6-carboxylate C(C1=CC=CC=C1)OC(=O)N[C@H]1CN(CCC1)C=1C2=C(N=CN1)CN(C2)C(=O)OC(C)(C)C